C(C(=C)C)(=O)OCCCCCCOC(C(=C)C)=O 1,6-Bis(methacryloyloxy)hexane